methyl 4-(7-(4-methoxyphenyl) pyrazolo[1,5-a]pyrimidine-2-carboxamido)benzoate COC1=CC=C(C=C1)C1=CC=NC=2N1N=C(C2)C(=O)NC2=CC=C(C(=O)OC)C=C2